N,N-dipropenyl-N,N-dimethyl-ammonium bis(trifluoromethanesulfonyl)imide salt [N-](S(=O)(=O)C(F)(F)F)S(=O)(=O)C(F)(F)F.C(=CC)[N+](C)(C)C=CC